FC(C(CF)=O)(F)F 1,1,1,3-tetrafluoro-2-propanone